CN1CC(C1)NC1=NN2C(C=N1)=C(C=C2)C=2C=NC=1N(C2)C(=CN1)C N-(1-methylazetidin-3-yl)-5-(3-methylimidazo[1,2-a]pyrimidin-6-yl)pyrrolo[2,1-f][1,2,4]triazin-2-amine